C1(CCC1)N[P@@]1(OC[C@@]2([C@@H](O1)[C@@]1(SCC1)[C@@H](O2)N2C(NC(C=C2)=O)=O)F)=O 1-((2S,2'R,4aS,6R,7aR)-2-(cyclobutylamino)-4a-fluoro-2-oxidotetrahydrospiro[furo[3,2-d][1,3,2]dioxaphosphinine-7,2'-thietan]-6-yl)pyrimidine-2,4(1H,3H)-dione